ClC1=CC(=C(C=N1)C1=NC=C(C=C1)F)NC1=NC(=NC(=C1)C)C(C)(F)F 6'-chloro-N-(2-(1,1-difluoroethyl)-6-methylpyrimidin-4-yl)-5-fluoro-[2,3'-bipyridyl]-4'-amine